(7S)-2-(((1-((6-isopropoxypyridin-3-yl)methyl)-1H-pyrazol-4-yl)methyl)amino)-4,5,7,8-tetramethyl-7,8-dihydropteridin-6(5H)-one C(C)(C)OC1=CC=C(C=N1)CN1N=CC(=C1)CNC1=NC=2N([C@H](C(N(C2C(=N1)C)C)=O)C)C